2-fluoro-6-methoxy-3-methylphenyl-boronic acid FC1=C(C(=CC=C1C)OC)B(O)O